NC(C(=O)O)CC1=NC=CC=C1 2-amino-3-(pyridinyl)propanoic acid